(2R)-2-((tert-Butoxycarbonyl)amino)-5-(2-((6-((tert-Butoxycarbonyl)amino)-9H-purin-9-yl)methyl)-3,4-dichlorophenoxy)hexanoic acid C(C)(C)(C)OC(=O)N[C@@H](C(=O)O)CCC(C)OC1=C(C(=C(C=C1)Cl)Cl)CN1C2=NC=NC(=C2N=C1)NC(=O)OC(C)(C)C